C1(CCCC1)P(C1=C(C=CC=C1)OC)C1CCCC1 dicyclopentyl-o-methoxyphenylphosphine